COC(C)N(C)C methoxy-N,N-dimethylethan-1-amine